C(#N)N1C[C@@H](CC1)NC(=O)C=1NC2=CC(=CC=C2C1)C=1C=NN(C1)C (R)-N-(1-cyanopyrrolidin-3-yl)-6-(1-methyl-1H-pyrazol-4-yl)-1H-indole-2-carboxamide